C(CCCCCC)C1(C(C(C1O)(CCCCCCC)CCCCCCC)O)CCCCCCC 2,2,4,4-tetra-n-heptylcyclobutane-1,3-diol